C(C)(C)(C)OOC(C)(CC)OOC(C)(C)C 2,2-di-(t-butylperoxy)Butane